6-(6'-Amino-6-methyl-5-(4-methylpiperazin-1-yl)-[2,3'-bipyridin]-5'-yl)-1-oxo-3,4-dihydroisoquinoline-2(1H)-carboxylic acid tert-butyl ester C(C)(C)(C)OC(=O)N1C(C2=CC=C(C=C2CC1)C=1C=C(C=NC1N)C1=NC(=C(C=C1)N1CCN(CC1)C)C)=O